(4S)-4-(4-Cyano-2-methoxyphenyl)-5-ethoxy-2,8-dimethyl-1,4-dihydro-1,6-naphthyridine-3-carboxamide C(#N)C1=CC(=C(C=C1)[C@@H]1C(=C(NC2=C(C=NC(=C12)OCC)C)C)C(=O)N)OC